N-(4'-chloro-5-fluorobiphenyl-2-yl)-1H-pyrazole-4-carboxamide ClC1=CC=C(C=C1)C1=C(C=CC(=C1)F)NC(=O)C=1C=NNC1